4-(4-(3-((4-ethylphenyl)sulfonyl)-6-(trifluoromethoxy)quinolin-4-yl)piperazin-1-yl)benzonitrile C(C)C1=CC=C(C=C1)S(=O)(=O)C=1C=NC2=CC=C(C=C2C1N1CCN(CC1)C1=CC=C(C#N)C=C1)OC(F)(F)F